4-((2-Hydroxyethyl)sulfonamido)-2-(6-azaspiro[2.5]octan-6-yl)-N-(6-(4,4,4-trifluoro-3-hydroxybutoxy)pyridin-2-yl)benzamide OCCS(=O)(=O)NC1=CC(=C(C(=O)NC2=NC(=CC=C2)OCCC(C(F)(F)F)O)C=C1)N1CCC2(CC2)CC1